6-chloro-1-tetrahydropyran-2-yl-pyrazolo[3,4-d]pyrimidine ClC1=NC=C2C(=N1)N(N=C2)C2OCCCC2